Benzyl N-[(1R,3R)-3-[4-[(2,4-dimethoxyphenyl)methylamino]-3-[4-[[4-(trifluoromethyl)-2-pyridyl]carbamoyl]phenyl]pyrazolo[4,3-c]pyridin-1-yl]cyclohexyl]carbamate COC1=C(C=CC(=C1)OC)CNC1=NC=CC2=C1C(=NN2[C@H]2C[C@@H](CCC2)NC(OCC2=CC=CC=C2)=O)C2=CC=C(C=C2)C(NC2=NC=CC(=C2)C(F)(F)F)=O